acrylic acid, isocyanate ethyl-acrylate C(C)OC(C=C)=O.C(C=C)(=O)N=C=O